(Z,Z,Z)-11,14,17-Eicosatrienyl isobutyrate C(C(C)C)(=O)OCCCCCCCCCC\C=C/C\C=C/C\C=C/CC